Isobutyric acid (-)-(S)-1-isopropoxy-1-oxopropan-2-yl ester C(C)(C)OC([C@H](C)OC(C(C)C)=O)=O